3-ethynyl-2-fluoro-6-(4-((tetrahydro-2H-pyran-3-yl)amino)phthalazin-1-yl)phenol C(#C)C=1C(=C(C(=CC1)C1=NN=C(C2=CC=CC=C12)NC1COCCC1)O)F